C(=CCCCCC[C@H]1CCC[C@@H]1CCCCCCCC)O.[Cl] chlorine prostaenol